3-methyl-bicyclo[3.1.0]hexane-3-carbaldehyde CC1(CC2CC2C1)C=O